(R)-N-((E)-((1R,5S,6r)-3,3-Difluorobicyclo[3.1.0]hexan-6-yl)methylene)-2-methylpropane-2-sulfinamide FC1(C[C@H]2C([C@H]2C1)\C=N\[S@](=O)C(C)(C)C)F